CCCCCC(CCCCC)OC(CCCCCCCCCCC)=O lauric acid 6-undecyl ester